N[C@@H](CC1=CC(=CC(=C1)F)F)C1=NC2=CC(=CC=C2C(N1C=1C=CC(=C2C(=NN(C12)CC(F)F)NS(=O)(=O)C1CC1)Cl)=O)C(C)(F)F (S)-N-(7-(2-(1-amino-2-(3,5-difluorophenyl)ethyl)-7-(1,1-difluoroethyl)-4-oxoquinazolin-3(4H)-yl)-4-chloro-1-(2,2-difluoroethyl)-1H-indazol-3-yl)cyclopropanesulfonamide